2,2,2-Trifluoroethyl 2-methyl-2-(5-phenyl-7-(thiophen-2-yl)-5,6-diazaspiro[2.4]hept-6-en-4-yl)propanoate CC(C(=O)OCC(F)(F)F)(C)C1C2(CC2)C(=NN1C1=CC=CC=C1)C=1SC=CC1